FC1=C(C=CC=C1)NC=1N(C(C(=C2CCN(C(C12)=O)OCCO)I)=O)C 8-((2-fluorophenyl)amino)-2-(2-hydroxyethoxy)-5-iodo-7-methyl-3,4-dihydro-2,7-naphthyridine-1,6(2h,7h)-dione